benzyl-(2R,4S)-4-((tert-butyldimethylsilyl)oxy)-2-(2-chloroacetyl)pyrrolidine C(C1=CC=CC=C1)N1[C@H](C[C@@H](C1)O[Si](C)(C)C(C)(C)C)C(CCl)=O